CO[C@@H]1CN(CC[C@H]1OC1=C2C(=NC=NC2=CC(=C1)C=1C=NN(C1)C)NC1=CC2=C(N=CS2)C=C1)C N-(5-(((3R,4R)-3-methoxy-1-methylpiperidin-4-yl)oxy)-7-(1-methyl-1H-pyrazol-4-yl)quinazolin-4-yl)benzo[d]thiazol-6-amine